2-(2-bromoethyl)-1,1-dimethyl-3-methylenecyclohexane Methyl-2-(2,2-dimethyl-6-oxocyclohexyl)acetate COC(CC1C(CCCC1=O)(C)C)=O.BrCCC1C(CCCC1=C)(C)C